2-amino-5-bromo-N-(3-(3-hydroxy-3-methylbut-1-yn-1-yl)phenyl)nicotinamide NC1=C(C(=O)NC2=CC(=CC=C2)C#CC(C)(C)O)C=C(C=N1)Br